BrC=1C=C(C=C(C1)Br)NC(=O)NC1=CC(=CC(=C1)OC(F)(F)F)F 1-(3,5-dibromophenyl)-3-(3-fluoro-5-trifluoromethoxyphenyl)urea